tert-butyl (2-(2,3-dioxopiperazin-1-yl)ethyl)carbamate O=C1N(CCNC1=O)CCNC(OC(C)(C)C)=O